ClC1=C(CCOCCN(C(OCC2=CC=CC=C2)=O)C)C=CC(=C1)NC(=O)NC\C=C\C=1CN(C(C1C)=O)C1C(NC(CC1)=O)=O benzyl (2-(2-chloro-4-(3-((E)-3-(1-(2,6-dioxopiperidin-3-yl)-4-methyl-5-oxo-2,5-dihydro 1H-pyrrol-3-yl) allyl)ureido) phenethoxy)ethyl)(methyl)carbamate